(cyclohexylmethyl)-4β-ethylcyclohexane C1(CCCCC1)CC1CCC(CC1)CC